CCCC(CCCCCCCC)C(=O)OC(C)(C)C Tert-butyl dodecane-4-carboxylate